OC12CC3(CC(CC(C1)C3)C2)O 1,3-Dihydroxyadamantane